6-(2,3,4,5,6,7-hexahydroindol-3a-yl)-1-methyl-indazole N=1CCC2(CCCCC12)C1=CC=C2C=NN(C2=C1)C